13S-hydroxyoctadecadienoic acid CCCCC[C@@H](/C=C/C=C\CCCCCCCC(=O)O)O